BrC=1C(=NN2C1C=C(C=C2)CN2C[C@@H](N(CC2)C(=O)OC(C)(C)C)C)F tert-butyl (S)-4-((3-bromo-2-fluoropyrazolo[1,5-a]pyridin-5-yl) methyl)-2-methylpiperazine-1-carboxylate